3-oxo-4-fluoro-4-methyl-5-carbonyl-tetrahydrofuran O=C1COC(C1(C)F)=C=O